2-(2,7-diazaspiro[4.4]nonan-2-yl)ethyl 6-(5-(6-methylpyridin-2-yl)-1H-imidazol-4-yl)quinoline-3-carboxylate CC1=CC=CC(=N1)C1=C(N=CN1)C=1C=C2C=C(C=NC2=CC1)C(=O)OCCN1CC2(CC1)CNCC2